N-(3-(methacryloylamino)propyl)-N,N-dimethyl-N-(3-sulfopropyl)ammonium hydroxide [OH-].C(C(=C)C)(=O)NCCC[N+](CCCS(=O)(=O)O)(C)C